4-oxo-N-[(6-[[(oxolan-3-yl)amino]methyl]imidazo[1,2-a]pyridin-2-yl)methyl]-4H-pyrido[1,2-a]pyrimidine-2-carboxamide O=C1C=C(N=C2N1C=CC=C2)C(=O)NCC=2N=C1N(C=C(C=C1)CNC1COCC1)C2